C(C)(C)(C)C=1C=C(C=C(C1O)C(C)(C)C)CCC(=O)NCCCCCCN 3,5-di-tert-butyl-4-hydroxy-phenylpropionyl-hexamethylenediamine